2,2,2-trifluoro-N-(3-(3-fluoro-4-((4-methylpyrimidin-2-yl)oxy)phenyl)-7-methoxy-1-methyl-1H-pyrrolo[2,3-d]pyridazin-4-yl)acetamide FC(C(=O)NC1=C2C(=C(N=N1)OC)N(C=C2C2=CC(=C(C=C2)OC2=NC=CC(=N2)C)F)C)(F)F